N[C@H]1CN(CC1)C=1C=2CCCCC2N=C2C=CC(=CC12)C1=CC(=NC=C1)NC1=CC=C(C=C1)S(=O)(=O)N1CCOCC1 (R)-4-(9-(3-Aminopyrrolidin-1-yl)-5,6,7,8-tetrahydroacridin-2-yl)-N-(4-(morpholinesulfonyl)phenyl)pyridin-2-amine